FC1=C(C=CC(=C1)OC1=NN(C=C1)CC1=NC=CC(=C1)C)NC=1C2=C(N=CN1)SC=C2C2CCN(CC2)C(C=C)=O 1-(4-(4-((2-fluoro-4-((1-((4-methylpyridin-2-yl)methyl)-1H-pyrazol-3-yl)oxy)phenyl)amino)thieno[2,3-d]pyrimidin-5-yl)piperidin-1-yl)prop-2-en-1-one